3-[(1S,3R)-3-[[4-(oxetan-3-yloxy)-5-(trifluoromethyl)pyrimidin-2-yl]amino]cyclohexyl]-[1,2,4]triazolo[4,3-a]pyridine-7-carboxylic acid O1CC(C1)OC1=NC(=NC=C1C(F)(F)F)N[C@H]1C[C@H](CCC1)C1=NN=C2N1C=CC(=C2)C(=O)O